1-(methylamino)-2-propyn-1-one CNC(C#C)=O